FC=1C=C(C=C(C1)F)C1CC=NN1C(=O)C12CC(C1)(C2)CN2N=C1C(=C2)CCC1 (5-(3,5-difluorophenyl)-4,5-dihydro-1H-pyrazol-1-yl)(3-((5,6-dihydrocyclopenta[c]-pyrazol-2(4H)-yl)methyl)-bicyclo[1.1.1]pentan-1-yl)methanone